N-(4-(2-((3-(dimethylamino)propyl)amino)-8-isopropylpyrido[3,2-d]pyrimidin-6-yl)-2-fluorophenyl)-1-phenylmethanesulfonamide CN(CCCNC=1N=CC2=C(N1)C(=CC(=N2)C2=CC(=C(C=C2)NS(=O)(=O)CC2=CC=CC=C2)F)C(C)C)C